Cl.FC=1C(=CC=2C3=C(C=NC2C1)N(C(C31CN(C1)C1=CC=CC=C1)=O)C)C=1C=C(C(=NC1)OCCNC(C)C)NS(=O)(=O)CC N-(5-(7'-Fluoro-3'-methyl-2'-oxo-1-phenyl-2',3'-dihydrospiro[azetidine-3,1'-pyrrolo[2,3-c]quinolin]-8'-yl)-2-(2-(isopropylamino)ethoxy)pyridin-3-yl)ethanesulfonamide hydrochloride